C(#N)C=1C(=C(C(=O)O)C=CC1)C(=C)C 3-cyano-2-(prop-1-en-2-yl)benzoic acid